CN1N=CC(=C1)[C@@H](C)N1N=C(C2=C1N=C(NC2=O)[C@@H]2[C@H](CC2)C2=NC=CC=N2)C#N 1-((R)-1-(1-methyl-1H-pyrazol-4-yl)ethyl)-4-oxo-6-((1S,2S)-2-(pyrimidin-2-yl)cyclobutyl)-4,5-dihydro-1H-pyrazolo[3,4-d]pyrimidine-3-carbonitrile